FC1=CC=C(C=C1)C=1NC2=CC=CC=C2C1CCC(=O)N[C@H]1C(NC[C@H]1O)=O 3-[2-(4-fluorophenyl)-1H-indol-3-yl]-N-[(3R,4R)-4-hydroxy-oxo-pyrrolidin-3-yl]propanamide